O1C(=NC2=C1C=CC=C2)C2=CC=C(C1=CC=CC=C21)C=2OC1=C(N2)C=CC=C1 1,4-bis(2-benzoxazolinyl)naphthalene